[2-(2,2,2-trifluoroethoxy)pyrimidin-4-yl]Methanol FC(COC1=NC=CC(=N1)CO)(F)F